1-(3-{[3-methyl-2,3-dihydro-1,3-benzoxazol-2-ylidene]Amino}propyl)-4-{[3-methyl-2,3-Dihydro-1,3-benzoxazol-2-ylidene]Methyl}quinoline-1-ium bromide [Br-].CN1C(OC2=C1C=CC=C2)=NCCC[N+]2=CC=C(C1=CC=CC=C21)C=C2OC1=C(N2C)C=CC=C1